[Ba+2].[Cd+2].C([O-])([O-])=O.[Mg+2].C([O-])([O-])=O.C([O-])([O-])=O magnesium carbonate cadmium-barium